(5-(4-fluoro-6-(3-hydroxypyridin-4-yl)-1H-benzo[d]imidazol-2-yl)-1H-pyrrol-3-yl)(2-(trifluoromethyl)phenyl)methanone FC1=CC(=CC=2NC(=NC21)C2=CC(=CN2)C(=O)C2=C(C=CC=C2)C(F)(F)F)C2=C(C=NC=C2)O